C(C)(C)(C)C1=CC(=NC=C1)N1C2=CC=CC=C2C=2C=CC(=CC12)OC=1C=C(C=CC1)NC=1C(=CC=CC1)NC1=C(C=CC=C1C1=CC(=CC(=C1)C(C)(C)C)C(C)(C)C)C1=CC(=CC(=C1)C(C)(C)C)C(C)(C)C N1-(3-((9-(4-(tert-butyl)pyridin-2-yl)-9H-carbazol-2-yl)oxy)phenyl)-N2-(3,3'',5,5''-tetra-tert-butyl-[1,1':3',1''-terphenyl]-2'-yl)benzene-1,2-diamine